zirconium (isobutyrate) propionate C(CC)(=O)[O-].C(C(C)C)(=O)[O-].[Zr+2]